tert-butyl 4-[4-[[(2S)-1,4-dioxan-2-yl]methoxy]-1-methyl-2-oxo-6,7-dihydrobenzo[a]quinolizin-9-yl]piperidine-1-carboxylate O1[C@@H](COCC1)COC=1N2CCC3=C(C2=C(C(C1)=O)C)C=CC(=C3)C3CCN(CC3)C(=O)OC(C)(C)C